2-(butylamino)-1-(3,5-difluorophenyl)ethan-1-ol C(CCC)NCC(O)C1=CC(=CC(=C1)F)F